BrC1=C(C=C(C=C1)OC(C)=O)OC 2-bromo-5-acetoxyanisole